FC(S(=O)(=O)OC1=CC=C2C3=C(C(OC2=C1)=O)C=C(C=C3)OC)(F)F 8-methoxy-6-oxo-6H-benzo[c]chromen-3-yl trifluoromethanesulfonate